6-acetyl-2-[[5-[1-[4-[[tert-butyl(dimethyl)silyl]oxymethyl]phenyl]-4-piperidyl]-2-pyridyl]amino]-8-cyclopentyl-5-methyl-pyrido[2,3-d]pyrimidin-7-one C(C)(=O)C1=C(C2=C(N=C(N=C2)NC2=NC=C(C=C2)C2CCN(CC2)C2=CC=C(C=C2)CO[Si](C)(C)C(C)(C)C)N(C1=O)C1CCCC1)C